CC=1C=C2C=CC(=CN2C1)C=O (2-methylindolizin-6-yl)methanone